N,N-diethylbutanediamine C(C)N(C(CCC)N)CC